F[C@@H]1[C@@H](C1)C1=NC(=NO1)C1(CCN(CC1)C(=O)NC=1C=NC=CC1N1CCN(CC1)C(C)C)C 4-{5-[(1S,2S)-2-fluorocyclopropyl]-1,2,4-oxadiazol-3-yl}-N-[4-(4-isopropylpiperazin-1-yl)pyridin-3-yl]-4-methylpiperidine-1-carboxamide